(±)-(trans)-N-(8-amino-6-(6-amino-5-(trifluoromethyl)pyridin-3-yl)-2,7-naphthyridine-3-Yl)-2-(1-methyl-1H-pyrazol-4-yl)cyclopropane-1-carboxamide NC=1N=C(C=C2C=C(N=CC12)NC(=O)[C@H]1[C@@H](C1)C=1C=NN(C1)C)C=1C=NC(=C(C1)C(F)(F)F)N |r|